C(C)(C)(C)OC(=O)N[C@H]1[C@H](CC[C@H](C1)N(C)C(C)C)N1C([C@H](CC1)NC(OCC1=CC=CC=C1)=O)=O Benzyl ((S)-1-((1S,2R,4R)-2-((tert-butoxycarbonyl)amino)-4-(isopropyl (methyl)amino)cyclohexyl)-2-oxopyrrolidin-3-yl)carbamate